(3R)-3-(hydroxymethyl)piperazine OC[C@H]1CNCCN1